1-decyl-3-methylimidazole C(CCCCCCCCC)N1CN(C=C1)C